3',5'-difluoro-[1,1':4',1''-terphenyl]-2',6'-dicarbonitrile FC1=C(C(=C(C(=C1C1=CC=CC=C1)F)C#N)C1=CC=CC=C1)C#N